2,4,5-trimethyl-4,5-dihydro-2H-pyrazolo[4,3-c][1,7]Naphthyridine-6-amine CN1N=C2C(C(N(C3=C(N=CC=C23)N)C)C)=C1